C/C(=C\\CC/C(=C/C(=O)[O-])/C)/CC/C=C(\\C)/CC/C=C(\\C)/CO The molecule is a polyunsaturated fatty acid anion resulting from the removal of a proton from the carboxy group of (2E,6E,10E,14E)-omega-hydroxygeranylgeranic acid; major species at pH 7.3. It is an omega-hydroxy fatty acid anion, a methyl-branched fatty acid anion and a hydroxy polyunsaturated fatty acid anion. It is a conjugate base of a (2E,6E,10E,14E)-omega-hydroxygeranylgeranic acid.